C(CCCC)OC(CCC(=O)O)OCCCCC 4,4-dipentoxybutanoic acid